Cl.COC(=O)C1(CC(C1)N)C (1s,3s)-3-amino-1-methylcyclobutane-1-carboxylic acid methyl ester hydrochloride